OC1=C(C(=CC(=C1)C)OC)C(\C=C\C1=CC=C(C=C1)C)=O (E)-1-(2-Hydroxy-6-methoxy-4-methylphenyl)-3-(4-methylphenyl)prop-2-en-1-one